C1([C@H](O)[C@@H](O)[C@H](O)[C@H](O1)CO)O[C@@H]1[C@H](C(O[C@@H]([C@H]1O)CO)OC[C@H]([C@H]([C@@H]([C@H](C=O)OC1[C@H](O)[C@@H](O)[C@H](O)[C@H](O1)CO)O)O)O)O glucosyl-(1→3)-glucosyl-(1→6)-[glucosyl-(1→2)]-glucose